(6S)-5-methyl-tetrahydrofolic acid CN1C=2C(NC(=NC2NC[C@@H]1CNC1=CC=C(C(N[C@@H](CCC(=O)O)C(=O)O)=O)C=C1)N)=O